N[C@H]1C[C@@H](CC1)N1C=C(C2=C1N=CN=C2OC=2C=NN(C2)CC(C)(C)O)C2=CC(=C(C#N)C=C2)F 4-(7-((1R,3R)-3-aminocyclopentyl)-4-((1-(2-hydroxy-2-methylpropyl)-1H-pyrazol-4-yl)oxy)-7H-pyrrolo[2,3-d]pyrimidin-5-yl)-2-fluorobenzonitrile